4-(2-benzyl-1-((1r,4r)-4-methoxycyclohexyl)-1H-benzo[d]imidazol-5-yl)-3,5-dimethylisoxazole C(C1=CC=CC=C1)C1=NC2=C(N1C1CCC(CC1)OC)C=CC(=C2)C=2C(=NOC2C)C